FC(C(C(C(F)(F)F)(F)F)(F)F)(S(=O)(=O)O)F Perfluorobutyl-sulfonic acid